6-(6-((3S,4S)-3,4-dihydroxypiperidin-1-yl)pyridin-3-yl)-4-((R)-1-(5-fluoropyridin-2-yl)eth-oxy)pyrazolo[1,5-a]pyridine-3-carbonitrile O[C@H]1CN(CC[C@@H]1O)C1=CC=C(C=N1)C=1C=C(C=2N(C1)N=CC2C#N)O[C@H](C)C2=NC=C(C=C2)F